1-[2-[4-(2-chloro-4-fluoro-phenyl)-2-oxo-chromen-7-yl]oxypropionyl]piperidine-3-sulfonamide ClC1=C(C=CC(=C1)F)C1=CC(OC2=CC(=CC=C12)OC(C(=O)N1CC(CCC1)S(=O)(=O)N)C)=O